ytterbium trifluoromethanesulfonate salt FC(S(=O)(=O)[O-])(F)F.[Yb+3].FC(S(=O)(=O)[O-])(F)F.FC(S(=O)(=O)[O-])(F)F